C(C=C)(=O)N[C@@H](CC1=CC=CC=C1)CO N-propenoyl-(S)-phenylalaninol